6-(2-chloro-6-fluorophenyl)-2-{[2-(dimethylamino)-2,3-dihydro-1H-inden-5-yl]amino}imidazo[1,2-a]pyrimido[5,4-e]pyrimidin-5(6H)-one ClC1=C(C(=CC=C1)F)N1C=2N(C3=C(C1=O)C=NC(=N3)NC=3C=C1CC(CC1=CC3)N(C)C)C=CN2